NC1=C2N=C(N(C2=NC(=N1)OCCCP(OC)(O)=O)CC1=CC(=CC=C1)O)OC methyl hydrogen (3-((6-amino-9-(3-hydroxybenzyl)-8-methoxy-9H-purin-2-yl)oxy)propyl)phosphonate